CN1CCCC1 (2R)-1-Methylpyrrolidine